2,3,4,5,6-pentafluorophenyl benzothiophene-2-carboxylate S1C(=CC2=C1C=CC=C2)C(=O)OC2=C(C(=C(C(=C2F)F)F)F)F